CC=1C(=NC=CC1)C=1C=NNC1 methyl-2-(1H-pyrazol-4-yl)pyridine